3,6-dibromo-2-fluorobenzaldehyde BrC=1C(=C(C=O)C(=CC1)Br)F